C(C)(=O)N[C@H]1CCC2=C(C=3C=CC(C(=CC13)C(=O)O)=O)C(=C(C(=C2)OC)OC)OC (S)-7-acetamido-1,2,3-trimethoxy-10-oxo-5,6,7,10-tetrahydrobenzo[a]heptalen-9-carboxylic acid